methyl (1R,2R,4S,5R,6S)-6-((tert-butyldimethylsilyl) oxy)-4-(2-fluoropyridin-4-yl)-8-oxatricyclo[3.2.1.02,4]octane-2-carboxylate [Si](C)(C)(C(C)(C)C)O[C@@H]1[C@H]2[C@@]3(C[C@@]3([C@@H](C1)O2)C(=O)OC)C2=CC(=NC=C2)F